1-(difluoromethyl)-1H-pyrazole-4-carbaldehyde FC(N1N=CC(=C1)C=O)F